(S)-6-(5-Ethyl-1,2,4-oxadiazol-3-yl)-2H-spiro[benzofuran-3,4'-oxazolidin]-2'-on C(C)C1=NC(=NO1)C1=CC2=C(C=C1)[C@]1(NC(OC1)=O)CO2